NCCCNCCCCCCCCCCNCCC(C)N 1,18-diamino-4,15-diazanonadecane